COCC1=CC=CC(=N1)CN1N=NC(=C1)C1=CC(=NC(=N1)NC)C=1C=C(C#N)C=CC1 m-[6-(1-{[6-(methoxymethyl)-2-pyridinyl]methyl}-1H-1,2,3-triazol-4-yl)-2-(methylamino)-4-pyrimidinyl]benzonitrile